(E)-2-(2-(10-butyl-10H-phenothiazin-3-yl)vinyl)-1,1,3-trimethyl-1H-benzo[e]Indol-3-ium C(CCC)N1C2=CC=CC=C2SC=2C=C(C=CC12)/C=C/C1=[N+](C=2C=CC3=C(C2C1(C)C)C=CC=C3)C